diethylenetriamine penta-sodium salt [Na].[Na].[Na].[Na].[Na].NCCNCCN